Methyl-d3-methansulfonat C([2H])([2H])([2H])CS(=O)(=O)[O-]